N[C@H](CC(CC(=O)[O-])=O)C (S)-5-amino-3-oxohexanoate